C(C)OC(=O)C1=C(C(=NN1C)O)C 3-hydroxy-1,4-dimethyl-1H-pyrazole-5-carboxylic acid ethyl ester